6-amino-2,3-dihydrofuro[3,2-g]quinoline-7-carboxylic acid ethyl ester C(C)OC(=O)C1=NC2=CC3=C(C=C2C=C1N)CCO3